1,2,3,4-Tetrahydro-2,4-dioxo-5-pyrimidinecarboxylic acid O=C1NC=C(C(N1)=O)C(=O)O